2-bromo-5-[({5-[(2,3-difluoro-6-methoxyphenyl)methoxy]-2-fluoro-4-methoxyphenyl}carbamoyl)amino]Thiophene-3,4-dicarboxylic acid diethyl ester C(C)OC(=O)C1=C(SC(=C1C(=O)OCC)NC(NC1=C(C=C(C(=C1)OCC1=C(C(=CC=C1OC)F)F)OC)F)=O)Br